ClCC1=CN=C(S1)C(=O)N1CCC2=C(C=CC=C12)C1=CC=CC=C1 [5-(Chloromethyl)thiazol-2-yl](4-phenylindolin-1-yl)methanone